trans-5-(2-(3,4-difluoro-5-((S)-3-methoxypyrrolidin-1-yl)phenyl)cyclopropyl)-2,2'-bipyrimidine FC=1C=C(C=C(C1F)N1C[C@H](CC1)OC)[C@H]1[C@@H](C1)C=1C=NC(=NC1)C1=NC=CC=N1